ethylamine dihydrochloride Cl.Cl.C(C)N